C(N)(OC(C(C)(C)O)(C1=C(C=C(C=C1)OCC1(CCCC1)C)F)C(C)(C)C)=O (tert-butyl 1-(2-fluoro-4-((1-methylcyclopentyl) methoxy) phenyl)-2-hydroxy-2-methylpropyl) carbamate